CN(C(=O)C1CC(C1)N1N=CC(=C1)C=1N=C(C=2N(C1)N=CC2)C=2C=NN(C2)C(CC)CC)C (1s,3s)-N,N-dimethyl-3-(4-(4-(1-(pentan-3-yl)-1H-pyrazol-4-yl)pyrazolo[1,5-a]pyrazin-6-yl)-1H-pyrazol-1-yl)cyclobutanecarboxamide